FC1=C(OC2=CC3=C(N=C(N=C3)NC(CC(C)(C)O)C)N(C2=O)C)C=CC(=C1)F 6-(2,4-difluoro-phenoxy)-2-(3-hydroxy-1,3-dimethyl-butylamino)-8-methyl-8H-pyrido[2,3-d]pyrimidin-7-one